4-[4-(1,3-benzooxazol-2-yl)-4-methylpiperidin-1-yl]-8-chloro-1-methyl-2-oxo-1,2-dihydroquinoline-3-carbonitrile O1C(=NC2=C1C=CC=C2)C2(CCN(CC2)C2=C(C(N(C1=C(C=CC=C21)Cl)C)=O)C#N)C